5-bromo-3-[5-(propan-2-yl)-1,3,4-thiadiazol-2-yl]Pyridin-2-amine BrC=1C=C(C(=NC1)N)C=1SC(=NN1)C(C)C